[Cl-].[Cl-].C[SiH](C)[Zr+2](C1C=C(C2=CC=CC=C12)C(C)CC)C1C=CC=2C3=C(C=CC12)C=CC=C3 Dimethylsilyl-(benzo[e]inden-3-yl)(3-(sec-butyl)-indenyl)zirconium dichloride